N-[1-(6-(difluorovinyl)-3-oxo-hexahydro-furo[3,2-b]pyrrol-4-carbonyl)-2-methyl-butyl]-3-fluoro-4-[2-(4-methyl-piperazin-1-yl)-thiazol-4-yl]benzamide FC(=CC1C2C(N(C1)C(=O)C(C(CC)C)NC(C1=CC(=C(C=C1)C=1N=C(SC1)N1CCN(CC1)C)F)=O)C(CO2)=O)F